N12CCN(CCCN(CCN(CCC1)CP(O)(O)=O)CC2)CP(O)(O)=O ((1,4,8,11-tetraazabicyclo[6.6.2]hexadecane-4,11-diyl)bis(methylene))bis(phosphonic acid)